dimethoxy-biphenyl COC1=CC=C(C=C1)C1=CC=C(C=C1)OC